4-[(4-Methyl-1-piperazinyl)methyl]-N-[4-methyl-3-[[4-(3-pyridyl)-2-pyrimidinyl]amino]phenyl]benzamide CN1CCN(CC1)CC1=CC=C(C(=O)NC2=CC(=C(C=C2)C)NC2=NC=CC(=N2)C=2C=NC=CC2)C=C1